IC1=CC=C(C=C1)N1[NH2+]C(=NN1C1=CC=C(C=C1)[N+](=O)[O-])C1=CC=CC=C1 2-(4-iodophenyl)-3-(4-nitrophenyl)-5-phenyl-2H-tetrazolium